[Na+].N[C@@H](CCCNC(N)=N)C(=O)[O-] arginine sodium salt